((2R,3S,4R,5R)-5-(4-aminopyrrolo[2,1-f][1,2,4]triazin-7-yl)-5-cyano-3,4-dihydroxytetrahydrofuran-2-yl)methyl (tetrahydrofuran-3-yl) carbonate C(OC[C@H]1O[C@@]([C@@H]([C@@H]1O)O)(C#N)C1=CC=C2C(=NC=NN21)N)(OC2COCC2)=O